C1(CCCCC1)C(C(=O)N[C@H](C(=O)O)CCN(CCCCC1=NC=2NCCCC2C=C1)CCOC)OC (2S)-2-(2-cyclohexyl-2-methoxyacetamido)-4-((2-methoxyethyl)(4-(5,6,7,8-tetrahydro-1,8-naphthyridin-2-yl)butyl)amino)butanoic acid